ClC=1C(=NOC1C(C(=O)OC)C(C)C)OCC(OCC)OCC methyl 2-[4-chloro-3-(2,2-diethoxyethoxy) isoxazol-5-yl]-3-methyl-butyrate